N1=C(C=CC=C1)CNCC1=CC=C(C=C1)CN(C1CC2=C(C=CC=C2CC1)F)CC=1NC=CN1 N-(2-pyridylmethyl)-N'-(1H-imidazol-2-ylmethyl)-N'-(8-fluoro-1,2,3,4-tetrahydro-2-naphthyl)-1,4-xylylenediamine